COC1=C(C=C(C(=O)N)C=C1)NC1=NC=C(C(=N1)NCC1=NC=CC=C1N(S(=O)(=O)C)C)C(F)(F)F 4-methoxy-3-({4-[({3-[methyl(methylsulfonyl)amino]pyridin-2-yl}methyl)amino]-5-(trifluoromethyl)pyrimidin-2-yl}amino)benzamide